C(C)OCCOCCOC1=CC=C(C=N1)C1=NC(=C2C(=N1)N(N=C2)C2=CC=C(C=C2)F)NC(=O)C=2SC(=CC2)[N+](=O)[O-] N-(6-(6-(2-(2-ethoxyethoxy)ethoxy)pyridin-3-yl)-1-(4-fluorophenyl)-1H-pyrazolo[3,4-d]pyrimidin-4-yl)-5-nitrothiophene-2-carboxamide